4-bromo-2-methyl-3-(trifluoromethyl)phenol BrC1=C(C(=C(C=C1)O)C)C(F)(F)F